(S)-3-(5-(((methoxycarbonyl)amino)methyl)pyridin-3-yl)-3-(5-(2-(5,6,7,8-tetrahydro-1,8-naphthyridin-2-yl)ethoxy)-1H-indazol-1-yl)propanoic acid COC(=O)NCC=1C=C(C=NC1)[C@H](CC(=O)O)N1N=CC2=CC(=CC=C12)OCCC1=NC=2NCCCC2C=C1